NC1=NC=NN2C1=C(C=C2C=2C=CC(=C(C(=O)N[C@@H]1CN(C[C@@H]1F)C(C1=CC=C(C=C1)Cl)=O)C2)C)C(F)(F)F 5-[4-amino-5-(trifluoromethyl)pyrrolo[2,1-f][1,2,4]triazin-7-yl]-N-[(3R,4S)-1-(4-chlorobenzoyl)-4-fluoropyrrolidin-3-yl]-2-methylbenzamide